C(C)OC(CC(CC1=CC(=CC=C1)Cl)(C1=CC=CC=C1)O)=O 4-(3-Chlorophenyl)-3-hydroxy-3-phenylbutyric acid ethyl ester